ClC1=NC=C(C(=N1)C1=CC2=C(N=C3N2[C@@H](CC3)C)C(=C1)F)F (R)-7-(2-chloro-5-fluoropyrimidin-4-yl)-5-fluoro-1-methyl-2,3-dihydro-1H-benzo[d]pyrrolo[1,2-a]imidazole